CC1=C2OC=3C=CC=C(C[C@@H]4N(C(NCC(C=C1)=N2)=O)CC[C@@H]4NS(=O)(=O)C)C3 N-[(15aS,16S)-7-methyl-1-oxo-2,3,15a,16,17,18-hexahydro-1H,15H-4,8-(azeno)-10,14-(metheno)pyrrolo[1,2-j][1,8,10]oxadiazacycloheptadecin-16-yl]methanesulfonamide